cyclopropyl{4-[4-({(1R)-1-[3-(difluoromethyl)-2-fluorophenyl]ethyl}amino)-2-methylpyrido[3,4-d]pyrimidin-6-yl]piperazin-1-yl}methanone C1(CC1)C(=O)N1CCN(CC1)C1=CC2=C(N=C(N=C2N[C@H](C)C2=C(C(=CC=C2)C(F)F)F)C)C=N1